N-[4-[(6,7-Dimethoxy-1,5-naphthyridin-4-yl)oxy]-2,5-difluorophenyl]-4-hydroxy-2,6-dimethyl-5-propan-2-ylpyridine-3-carboxamide COC=1N=C2C(=CC=NC2=CC1OC)OC1=CC(=C(C=C1F)NC(=O)C=1C(=NC(=C(C1O)C(C)C)C)C)F